5-({3-[8-bromo-3-(2,2,2-trifluoroethyl)imidazo[1,2-a]pyridin-2-yl]prop-2-yn-1-yl}amino)-N-methylpyridine-2-carboxamide BrC=1C=2N(C=CC1)C(=C(N2)C#CCNC=2C=CC(=NC2)C(=O)NC)CC(F)(F)F